FC1=C(C(=C(C=C1C1=NN(C2=NC(=NC=C21)N(C2CCOCC2)C)C)C(F)(F)F)F)O 2,6-Difluoro-3-(1-methyl-6-(methyl(tetrahydro-2H-pyran-4-yl)amino)-1H-pyrazolo[3,4-d]pyrimidin-3-yl)-5-(trifluoromethyl)phenol